N[C@H](CCCCNC(O)=O)CO (5r)-5-amino-6-hydroxyhexylcarbamic acid